methyl 2-((3R)-1-(2-ethyl-6-(1-methyl-5-(((tetrahydro-2H-pyran-2-yl)oxy)methyl)-1H-1,2,3-triazol-4-yl)pyridin-3-yl)piperidin-3-yl)acetate C(C)C1=NC(=CC=C1N1C[C@H](CCC1)CC(=O)OC)C=1N=NN(C1COC1OCCCC1)C